C(C)(C)(C)OC(=O)NNC(C(=O)OCC)=N.S(=O)(=O)([O-])OOS(=O)(=O)[O-].[NH4+].[NH4+] ammonium persulfate tert-Butyl-2-(2-ethoxy-1-imino-2-oxoethyl)hydrazine-1-carboxylate